tert-butyl (3R)-4-(6-{2-[benzyl(methyl)amino]ethoxy}-2'-ethoxy-[2,3'-bipyridin]-5-yl)-3-ethylpiperazine-1-carboxylate C(C1=CC=CC=C1)N(CCOC1=C(C=CC(=N1)C=1C(=NC=CC1)OCC)N1[C@@H](CN(CC1)C(=O)OC(C)(C)C)CC)C